NC1=C2N=CN(C2=NC(=N1)F)[C@H]1C[C@@H]([C@@](O1)(C#C)CO[P@@](=O)(OCC(=O)OCCCCCCCC)N[C@@H](CC1=CC=CC=C1)C(=O)OCCCCCCCC)O Octyl ((R)-(((2R,3S,5R)-5-(6-amino-2-fluoro-9H-purin-9-yl)-2-ethynyl-3-hydroxytetrahydrofuran-2-yl) methoxy)(2-(octyloxy)-2-oxoethoxy)phosphoryl)-L-phenylalaninate